C(CCCCCCCCC)C(CCCCCCCCCCCCOCCCCCCCCCCCCC(C)CCCCCCCCCC)C 13-decyltetradecyl Ether